(trimethylsilyl)silane C[Si](C)(C)[SiH3]